6-(3-Amino-6-(1-(piperidin-4-yl)-1H-pyrazol-4-yl)pyrazin-2-yl)-2-(3,5-dimethoxyphenyl)-4-methylpyridazin NC=1C(=NC(=CN1)C=1C=NN(C1)C1CCNCC1)C1=CC(=CN(N1)C1=CC(=CC(=C1)OC)OC)C